CC1CCCCN1C dimethylpiperidin